C(C=C)(=O)OC1(C(CCCC1)C)C 1,2-dimethyl-1-cyclohexyl acrylate